(3S,4R,5R,6R)-6-(aminomethyl)-3-morpholinotetrahydro-2H-pyran-2,4,5-triol NC[C@@H]1[C@@H]([C@@H]([C@@H](C(O1)O)N1CCOCC1)O)O